8-fluoro-2-((tetrahydro-1H-pyrrolizin-7a(5H)-yl)methoxy)-7-(8-(((tetrahydro-2H-pyran-2-yl)oxy)methyl)naphthalen-1-yl)-4-(2,2,2-trifluoroethoxy)pyrido[4,3-d]pyrimidine FC1=C(N=CC2=C1N=C(N=C2OCC(F)(F)F)OCC21CCCN1CCC2)C2=CC=CC1=CC=CC(=C21)COC2OCCCC2